N-Cbz-cysteine C(=O)(OCC1=CC=CC=C1)N[C@@H](CS)C(=O)O